C1(CC1)C=1C(=C2C(C(N(C2=CC1)CC(=O)N[C@H]([C@@H](CC(=O)OC(C)(C)C)C)C)=O)(C)C)F tert-butyl (3R,4S)-4-(2-(5-cyclopropyl-4-fluoro-3,3-dimethyl-2-oxoindolin-1-yl)acetamido)-3-methylpentanoate